diethyl-furandicarboxylic acid C(C)C1=C(C(=C(O1)C(=O)O)C(=O)O)CC